C(C)(C)(C)[C@@]1(OC2=C(C=NC1)N=C(C=C2)Cl)C(C)(F)F tert-Butyl-(2S)-7-chloro-2-(1,1-difluoroethyl)-2,3-dihydropyrido[2,3-f][1,4]oxazepine